C1(CCC1)C(C)(O)C=1N(C(=CC1)C)C1=CC=C(C#N)C=C1 4-(2-(1-cyclobutyl-1-hydroxyethyl)-5-methyl-1H-pyrrol-1-yl)benzonitrile